C(C)OC(=O)C1(CCCC1)C(=O)OCC 4,4-bis(ethoxycarbonyl)cyclopentane